4-((3-chloro-4-fluorophenyl)carbamoyl)-7-fluoro-2,3-dihydro-1H-inden ClC=1C=C(C=CC1F)NC(=O)C1=C2CCCC2=C(C=C1)F